6-((1S,2S)-2-(5-fluoropyridin-2-yl)cyclobutyl)-4-oxo-1-((S)-1-(6-(trifluoromethyl)pyridin-3-yl)ethyl)-4,5-dihydro-1H-pyrazolo[3,4-d]pyrimidine-3-carbonitrile FC=1C=CC(=NC1)[C@@H]1[C@H](CC1)C=1NC(C2=C(N1)N(N=C2C#N)[C@@H](C)C=2C=NC(=CC2)C(F)(F)F)=O